FC(C(=O)O)(F)F.CC=1C=C(OC1)[C@H]1N(OCC1)C(=O)C1CCN(CC1)C1=CC(=NC=N1)C#N (S)-6-(4-(3-(4-methylfuran-2-yl)isoxazolidine-2-carbonyl)piperidin-1-yl)pyrimidine-4-carbonitrile 2,2,2-trifluoroacetate salt